2,3-bis(t-butyldimethylsilyloxycarbonyl)-5-norbornene [Si](C)(C)(C(C)(C)C)OC(=O)C1C2C=CC(C1C(=O)O[Si](C)(C)C(C)(C)C)C2